NCC12C3(CCC(C2CCC1)C3)CN bis(aminomethyl)-tricyclo[5.2.1.02,6]Decane